ethyl (1R,5S,6S)-3-methyl-3-azabicyclo[3.1.0]hexane-6-carboxylate CN1C[C@H]2C([C@H]2C1)C(=O)OCC